1-(oxetan-3-ylmethyl)-1H-imidazole-4-carboxylic acid, sodium salt [Na+].O1CC(C1)CN1C=NC(=C1)C(=O)[O-]